N1(C=NC2=C1C=CC=C2)C2=CC=C(C=C2)NC(=O)NC2=NOC(=C2)C 1-(4-benzoimidazol-1-yl-phenyl)-3-(5-methyl-isoxazol-3-yl)-urea